FC(C1=CC=C(C=C1)N1C[C@H]2N(C3=C1C=CC=N3)CCN(C2)C(C)=O)(F)F (R)-1-(5-(4-(trifluoromethyl)phenyl)-5,6,6a,7,9,10-hexahydro-8H-pyrazino[1,2-a]pyrido[3,2-e]pyrazin-8-yl)ethan-1-one